(R)-2-(6-(5,5-Dimethyl-6,7-dihydro-5H-pyrrolo[2,1-c][1,2,4]triazol-3-yl)Pyridin-2-yl)-4-((methylamino)methyl)-6-(3-methylmorpholinyl)-2,3-dihydro-1H-pyrrolo[3,4-c]pyridine CC1(CCC2=NN=C(N21)C2=CC=CC(=N2)N2CC=1C(=NC(=CC1C2)N2[C@@H](COCC2)C)CNC)C